BrC=1N=C(N(C1)C)C=CC(C)(S(=O)N)C ((4-Bromo-1-methyl-1H-imidazol-2-yl)methylene)-2-methylpropane-2-sulfinamide